NC1=NC=2C=CC(=CC2C2=C1C=NN2C)C(=O)N([C@H]2CCC1=NC(=CC=C12)C)C 4-amino-N,1-dimethyl-N-((5S)-2-methyl-6,7-dihydro-5H-cyclopenta[b]pyridin-5-yl)-1H-pyrazolo[4,3-c]quinoline-8-carboxamide